N-[5-[8-amino-5-methyl-3-(trideuteriomethyl)imidazo[1,5-a]pyrazin-1-yl]-4-methyl-2-pyridyl]-2-hydroxy-2-[3-(trifluoromethyl)phenyl]acetamide NC=1C=2N(C(=CN1)C)C(=NC2C=2C(=CC(=NC2)NC(C(C2=CC(=CC=C2)C(F)(F)F)O)=O)C)C([2H])([2H])[2H]